Isopropyl ((S)-(((4R,5R)-5-(2-amino-6-oxo-1,6-dihydro-9H-purin-9-yl)-4-hydroxy-4,5-dihydrofuran-2-yl)methoxy)(phenoxy)phosphoryl)-L-alaninate NC=1NC(C=2N=CN(C2N1)[C@H]1[C@@H](C=C(O1)CO[P@](=O)(OC1=CC=CC=C1)N[C@@H](C)C(=O)OC(C)C)O)=O